CC1(C2C(N(C(C12)=O)CC1=CC2=NC=CC(=C2S1)C=1N(C=CC1)CC1CN(CCO1)C(=O)OC(C)(C)C)=O)C Tert-Butyl 2-((2-(2-((6,6-Dimethyl-2,4-Dioxo-3-Azabicyclo[3.1.0]Hexan-3-Yl)Methyl)Thieno[3,2-b]Pyridin-7-Yl)-1H-Pyrrol-1-Yl)Methyl)Morpholine-4-Carboxylate